N-Ethyl-N,N-dimethyl-N-(2-methoxyethyl)ammonium tert-Butyl-(2S,4R)-2-((3-((6-(benzyloxy)-3-hydroxyquinolin-5-yl)oxy)propyl)carbamoyl)-4-hydroxypiperidine-1-carboxylate C(C)(C)(C)OC(=O)N1[C@@H](C[C@@H](CC1)O)C(NCCCOC1=C2C=C(C=NC2=CC=C1OCC1=CC=CC=C1)O)=O.C(C)[N+](CCOC)(C)C